FC(C=1C=C(C=C(C1)C(F)(F)F)NC(=O)NC1=NC=C(C(=N1)C1=CC(=CC(=C1)C)OC)C1=CC=NC=C1)(F)F 1-(3,5-bis(trifluoromethyl)phenyl)-3-(4-(3-methoxy-5-methylphenyl)-5-(pyridin-4-yl)pyrimidin-2-yl)urea